ClC1=C(C(=O)OC)C=CC(=N1)N1N=C(C=C1)OCC1CC12CC2 methyl 2-chloro-6-[3-(spiro[2.2]pent-1-ylmethoxy) pyrazol-1-yl]-nicotinate